1-(6-fluoro-1H-indazol-3-yl)-3-(6-(4-isopropyl-4H-1,2,4-triazol-3-yl)pyridin-2-yl)urea FC1=CC=C2C(=NNC2=C1)NC(=O)NC1=NC(=CC=C1)C1=NN=CN1C(C)C